C(C)(C)(C)OC(=O)N1C[C@@H]2[C@H](C1)CC(C2)CCO (3AR,5r,6aS)-5-(2-hydroxyethyl)hexahydrocyclopenta[c]pyrrole-2(1H)-carboxylic acid tert-butyl ester